ClC=1C=CC(=NC1)C1=CC(=C(N1C(=O)OC(C)(C)C)C(=O)OC)C 1-Tert-butyl 2-methyl 5-(5-chloropyridin-2-yl)-3-methyl-1H-pyrrole-1,2-dicarboxylate